benzoNaphthothiophene C1=CSC2=C1C1=C(C=CC=3C=CC=CC13)C=C2